4-[[2-[2-Fluoro-5-hydroxy-4-(4-hydroxytetrahydropyran-4-yl)phenyl]acetyl]amino]-N-[1-(trifluoromethyl)cyclopropyl]pyridine-2-carboxamide FC1=C(C=C(C(=C1)C1(CCOCC1)O)O)CC(=O)NC1=CC(=NC=C1)C(=O)NC1(CC1)C(F)(F)F